CC1=CN=C(S1)C=1C=C(C(=O)N[C@H](C)C=2C=NC(=NC2)C(F)(F)F)C=C(C1)OC[C@H]1CNCCO1 3-(5-methyl-1,3-thiazol-2-yl)-5-[(2R)-morpholin-2-ylmethoxy]-N-{(1R)-1-[2-(trifluoromethyl)pyrimidin-5-yl]ethyl}benzamide